N-cyclopropyl-6-hydroxybenzofuran-2-carboxamide C1(CC1)NC(=O)C=1OC2=C(C1)C=CC(=C2)O